methyl (1R,2S,5S)-3-[(2S)-2-[(1-hydroxycyclopropanecarbonyl)amino]-3,3-dimethyl-butanoyl]-6,6-dimethyl-3-azabicyclo[3.1.0]hexane-2-carboxylate OC1(CC1)C(=O)N[C@H](C(=O)N1[C@@H]([C@H]2C([C@H]2C1)(C)C)C(=O)OC)C(C)(C)C